N,N-dibutoxyhydroxypropyl-p-toluidine C(CCC)ON(C1=C(C=C(C=C1)C)CCCO)OCCCC